COC1=CC=2N(C=C1SC1(CCN(CC1)C(=O)OC(C)(C)C)C)C=CN2 tert-butyl 4-((7-methoxyimidazo[1,2-a]pyridin-6-yl)thio)-4-methylpiperidine-1-carboxylate